9,10-Bis(naphthalen-2-yl)anthracene C1=C(C=CC2=CC=CC=C12)C=1C2=CC=CC=C2C(=C2C=CC=CC12)C1=CC2=CC=CC=C2C=C1